CC1=NC=CC2=C1NC1=CC(=CC=C21)O 1-Methyl-9H-pyrido[3,4-b]indol-7-ol